NC1=NC=CC(=C1Cl)OC1=C(C=C(C=C1)C1=NN(C(=C1C(=O)N)CC)C=1C=NC=NC1)F (4-((2-amino-3-chloropyridin-4-yl)oxy)-3-fluorophenyl)-5-ethyl-1-(pyrimidin-5-yl)-1H-pyrazole-4-carboxamide